FC1(CN(C1)CCC1=NC=2NCCCC2C=C1)C(=O)NCCC(=O)O 3-(3-fluoro-1-(2-(5,6,7,8-tetrahydro-1,8-naphthyridin-2-yl)ethyl)azetidine-3-carboxamido)propionic acid